cis-4-fluoro-6-phenyl-5,6-dihydro-4H-pyrrolo[1,2-b]pyrazole-2-carboxylic acid ethyl ester C(C)OC(=O)C=1C=C2N(N1)[C@H](C[C@H]2F)C2=CC=CC=C2